BrC1=CC=CC=2OC(OC21)(C)C2=C(C=C(C=C2)Cl)F 4-bromo-2-(4-chloro-2-fluorophenyl)-2-methylbenzo[d][1,3]dioxolan